CC1CCN(CC1)CC(=O)NC2=CC=CC3=CC=CC=C32 2-(4-Methyl-piperidin-1-yl)-N-naphthalen-1-yl-acetamide